1,4-oxathiin O1C=CSC=C1